2-cyclopropyl-7-(dimethylamino)-4-[3-(phenoxymethyl)phenyl]-[1,3]thiazolo[4,5-d]pyrimidin-5-one C1(CC1)C=1SC2=C(N(C(N=C2N(C)C)=O)C2=CC(=CC=C2)COC2=CC=CC=C2)N1